1-(2-chloro-4-((5-methoxy-2,3-dihydro-[1,4]dioxino[2,3-f]quinazolin-10-yl)amino)phenyl)-3-cyclohexylurea ClC1=C(C=CC(=C1)NC1=NC=NC2=CC(=C3C(=C12)OCCO3)OC)NC(=O)NC3CCCCC3